BrC=1C=C2C[C@@H]3[C@]4([C@](CCNCC4)(C2=C(C1OC)Br)CCN3CC3CC3)O (5aS,6R,11bS)-9,11-dibromo-14-(cyclopropylmethyl)-10-methoxy-2,3,4,5,6,7-hexahydro-6,11b-(epiminoethano)naphtho[1,2-d]azepin-5a(1H)-ol